CC=1N=C(C2=C(N1)N=CC(=C2)N2(CCN(CC2)C(C)=O)=O)N[C@H](C)C2=C(C(=CC=C2)C(F)(F)F)C 1-{4-[2-methyl-4-({(1R)-1-[2-methyl-3-(trifluoromethyl)phenyl]ethyl}amino)pyrido[2,3-d]pyrimidin-6-yl]-4-oxo-4lambda5-piperazin-1-yl}ethan-1-one